2-(p-tolyl)-5-(trifluoromethoxy)pyrimidine C1(=CC=C(C=C1)C1=NC=C(C=N1)OC(F)(F)F)C